C(C=C)(=O)OCC(C)C i-Butyl acrylate